sodium myristyl-sulfuric acid C(CCCCCCCCCCCCC)OS(O)(=O)=O.[Na]